BrC=1C=C(C=CC1)C1(COCC1)C#N 3-(3-bromophenyl)tetrahydrofuran-3-carbonitrile